2-(tert-butyl)-7-methyl-1,2,3,4-tetrahydroacridine C(C)(C)(C)C1CC2=CC3=CC(=CC=C3N=C2CC1)C